3-methyl-[1,2,4]triazolo[4,3-b]pyridazine-6-sulfonyl chloride CC1=NN=C2N1N=C(C=C2)S(=O)(=O)Cl